2,3,5-triazine C1=NN=CN=C1